FC1=C(C=CC=C1)C1=CC(N(C=N1)C[C@@H]1CCN(CC12CCCC2)C(=O)N2[C@@H](C[C@@H](CC2)NC)C2=CC=CC=C2)=O 6-(2-Fluorophenyl)-3-(((R)-7-((2S,4R)-4-(methylamino)-2-phenylpiperidine-1-carbonyl)-7-azaspiro[4.5]decan-10-yl)methyl)pyrimidin-4(3H)-one